NC1=CC2=C(N=CS2)C=C1C(=O)NC1=CC(=C(C=C1)F)C(F)(F)F 6-amino-N-(4-fluoro-3-(trifluoromethyl)phenyl)benzo[d]thiazole-5-carboxamide